N1=C(C=CC=C1)CN1N=C2C3=C(CCC2=C1)OC(=C3C(F)(F)F)C(=O)OCC ethyl 2-[(pyridin-2-yl) methyl]-8-(trifluoromethyl)-4,5-dihydro-2H-furo[2,3-g]indazole-7-carboxylate